NC1=CC=C(C=C1)C(C(F)(F)F)(C(F)(F)F)C1=CC=C(C=C1)N 2,2-bis(4-aminophenyl)-hexafluoropropane